C(C)OC(CC(C(C(C1=C(C=C(C=C1)F)F)=O)C)=O)=O.N1N=CC=C1C1CN(CC1)C(=O)N1CCC(CC1)CC1=CC=C(C=C1)C(F)(F)F [3-(1H-pyrazol-5-yl)pyrrolidin-1-yl]-[4-[[4-(trifluoromethyl)phenyl]methyl]-1-piperidinyl]methanone ethyl-2,4-difluoro-γ-methyl-β,δ-dioxobenzenepentanoate